FC(C=1N2C=3SC=4OCCOCC4C3C(=N[C@H](C2=NN1)C)C1=C(C=CC=C1F)F)F (7S)-3-(difluoromethyl)-9-(2,6-difluorophenyl)-7-methyl-13,16-dioxa-18-thia-2,4,5,8-tetrazatetracyclo[8.8.0.02,6.011,17]octadeca-1(10),3,5,8,11(17)-pentaene